OC1=C(C=CC=C1)C1=CC=CC(=N1)C=1C=C(C=CC1)C1=NC(=NC(=C1)C=1C=NC=CC1)C=1C=NC=CC1 4-(3-(6-(2-hydroxyphenyl)pyridin-2-yl)phenyl)-2,6-di(pyridin-3-yl)pyrimidine